FC1=C(C=CC=C1)N1N=CC=2[C@@H](CCCC12)NC(=O)C1=NOC2=C1CCCC2 N-[(4R)-1-(2-fluorophenyl)-4,5,6,7-tetrahydro-1H-indazol-4-yl]-4,5,6,7-tetrahydro-1,2-benzoxazole-3-carboxamide